C(C1=CC=CC=C1)S\C(=C\C(CCSC)=O)\[Si](C)(C)C (E)-1-(Benzylthio)-5-(methylthio)-1-(trimethylsilyl)pent-1-en-3-one